10-methylphenoxazine-2,7-diformaldehyde CN1C2=CC=C(C=C2OC=2C=CC(=CC12)C=O)C=O